BrC=1C=NN(C1C)C1CN(C1)[C@H]1CN(CCC1)C(=O)OC(C)(C)C tert-Butyl (3R)-3-[3-(4-bromo-5-methylpyrazol-1-yl)azetidin-1-yl]piperidine-1-carboxylate